NCC=1C=C(C=CC1)C=1C=C2C(=NN(C2=CC1)C1=CC=NC=C1)COC1=C(C=CC=C1)CC(=O)O 2-(2-((5-(3-(aminomethyl)phenyl)-1-(pyridin-4-yl)-1H-indazol-3-yl)methoxy)phenyl)acetic acid